N[C@H](CCNC(OC(C)(C)C)=O)CSC1=CC=CC=C1 Tert-butyl (R)-(3-amino-4-(phenylthio)butyl)carbamate